(S)-2-((1-((1,1-bis(4-chlorophenyl)prop-1-en-2-yl)amino)-1-oxopropan-2-yl)carbamoyl)-4-methoxypyridin-3-yl isobutyrate C(C(C)C)(=O)OC=1C(=NC=CC1OC)C(N[C@H](C(=O)NC(=C(C1=CC=C(C=C1)Cl)C1=CC=C(C=C1)Cl)C)C)=O